C(C)(C)(C)OC(=O)N(C)CC1=C(C=CC=C1)C=1C=C(SC1)[C@@H](C)NC1=NC(=NC2=CC(=C(C=C12)C1CCC(CC1)C(=O)[O-])OC)C (1R,4R)-4-(4-(((R)-1-(4-(2-(((tert-butoxycarbonyl)(methyl)amino)methyl)phenyl)thiophen-2-yl)ethyl)amino)-7-methoxy-2-methylquinazoline-6-yl)cyclohexane-1-carboxylate